C1(=CC(=CC=C1)CN1N=NC(=C1)C1=CC=CC=C1)C 1-m-tolylmethyl-4-phenyl-1H-1,2,3-triazole